N=1C(=NN2C1C=CC=C2)N[C@@H]2C[C@H](CC2)NC2=C(C=C(C=N2)C2N=CC=NC2=O)F (6-(((1S,3S)-3-([1,2,4]triazolo[1,5-a]pyridin-2-ylamino)cyclopentyl)amino)-5-fluoropyridin-3-yl)pyrazin-3(2H)-one